5-([1,2,4]Triazolo[1,5-a]pyridin-6-yl)-N-(2-cyclopropyl-2,2-difluoroethyl)-7H-pyrrolo[2,3-d]pyrimidin-2-amine N=1C=NN2C1C=CC(=C2)C2=CNC=1N=C(N=CC12)NCC(F)(F)C1CC1